(1-aminoisoquinolin-7-yl)-2',3'-dihydrospiro[cyclohexane-1,1'-indene] NC1=NC=CC2=CC=C(C=C12)C1C2(C3=CC=CC=C3C1)CCCCC2